ClC1=NN(C=C1C=1C=C2C(=NC1)N(C=C2C2=CC(=CC=C2)C(F)F)S(=O)(=O)C2=CC=C(C)C=C2)C2CCNCC2 5-(3-chloro-1-(piperidin-4-yl)-1H-pyrazol-4-yl)-3-(3-(difluoromethyl)phenyl)-1-tosyl-1H-pyrrolo[2,3-b]pyridine